N1CC(C1)C=1C=C2N=CC(=NC2=CC1)C=1C(=NN(C1)[C@@H]1C[C@H](C1)CNC=1C=C2C(N(C(C2=CC1)=O)C1C(NC(CC1)=O)=O)=O)C1CC1 5-(((trans-3-(4-(6-(azetidin-3-yl)quinoxalin-2-yl)-3-cyclopropyl-1H-pyrazol-1-yl)cyclobutyl)methyl)amino)-2-(2,6-dioxopiperidin-3-yl)isoindoline-1,3-dione